O=[P@@]1(OC2=C(C3=C(N1S(=O)(=O)C1=CC=C(C)C=C1)C=CC=C3)C=CC=C2)N[P@@]2(OC3=C(C1=C(N2S(=O)(=O)C2=CC=C(C)C=C2)C=CC=C1)C=CC=C3)=O (S)-6-(((R)-6-oxido-7-tosyl-7H-dibenzo[d,f][1,3,2]oxazaphosphepin-6-yl)amino)-7-tosyl-7H-dibenzo[d,f][1,3,2]oxazaphosphepine 6-oxide